C1(CC1)C1=NC=NC(=C1C1=NCC=2C(=N1)N(NC2)CC2=CC=C(C=C2)C=2N(C=C(N2)C(F)(F)F)CCF)OC 6-(4-cyclopropyl-6-methoxypyrimidin-5-yl)-1-(4-(1-(2-fluoroethyl)-4-(trifluoromethyl)-1H-imidazol-2-yl)benzyl)4H-pyrazolo[3,4-d]pyrimidine